(9H-fluoren-9-yl)methyl (S)-(1-((2-((tert-butoxycarbonyl)amino)ethyl)(methyl)amino)-2,3-dimethyl-1-oxobutan-2-yl)carbamate C(C)(C)(C)OC(=O)NCCN(C([C@@](C(C)C)(C)NC(OCC1C2=CC=CC=C2C=2C=CC=CC12)=O)=O)C